3-(4-fluoro-2-methyl-phenoxy)-6-methyl-N-(3-methylsulfonylphenyl)pyridazine-4-carboxamide FC1=CC(=C(OC=2N=NC(=CC2C(=O)NC2=CC(=CC=C2)S(=O)(=O)C)C)C=C1)C